4-chloro-2-(9,9-dimethyl-9H-fluoren-4-yl)quinazoline molybdenum rhenate [Re](=O)(=O)([O-])[O-].[Mo+4].ClC1=NC(=NC2=CC=CC=C12)C1=CC=CC=2C(C3=CC=CC=C3C12)(C)C.[Re](=O)(=O)([O-])[O-]